[Si](C)(C)(C(C)(C)C)OCC1CCC(CC1)CN1CCC(CC1)C=1C=CC(=NC1)NC=1N=CC2=C(N1)N(C(C(=C2)C#N)=O)C2CCCC2 2-((5-(1-(((1s,4s)-4-(((tert-butyldimethylsilyl)oxy)methyl)cyclohexyl)methyl)piperidin-4-yl)pyridin-2-yl)amino)-8-cyclopentyl-7-oxo-7,8-dihydropyrido[2,3-d]pyrimidine-6-carbonitrile